CN(CCNC(C1=CC(=CC=C1)NC1=NC=C(C=N1)C1=CC=CC=C1)=O)C N-[2-(dimethylamino)ethyl]-3-[(5-phenylpyrimidin-2-yl)amino]benzamide